1-[4-(cyclopentylamino)-5,6,7,8-tetrahydropyrido[3,2-d]pyrimidin-2-yl]phenyl-methanone C1(CCCC1)NC=1C2=C(N=C(N1)C1(CC=CC=C1)C=O)CCCN2